tert-Butyl (R)-4-((2-(3-fluorophenyl)-2-hydroxyethyl)amino)-4-methyl-piperidine-1-carboxylate FC=1C=C(C=CC1)[C@H](CNC1(CCN(CC1)C(=O)OC(C)(C)C)C)O